7-(5-(5-(8-oxa-3-azabicyclo[3.2.1]octan-3-yl)-1,3,4-thiadiazol-2-yl)-4-(isopropylamino)pyridin-2-yl)pyrrolo[1,2-b]pyridazine-3-carbonitrile C12CN(CC(CC1)O2)C2=NN=C(S2)C=2C(=CC(=NC2)C2=CC=C1N2N=CC(=C1)C#N)NC(C)C